tert-butyl 5-methyl-6-oxo-2-azaspiro[3.3]heptane-2-carboxylate CC1C2(CN(C2)C(=O)OC(C)(C)C)CC1=O